OC(CCC=1N=C2N(C=C(C(=C2)C(=O)N(C)C)NC(=O)C2=NC(=CC=C2)C(F)(F)F)C1)(C)C 2-(3-hydroxy-3-methyl-butyl)-N,N-dimethyl-6-[[6-(trifluoromethyl)pyridine-2-carbonyl]amino]imidazo[1,2-a]pyridine-7-carboxamide